2-(trimethyl-silyl)ethoxy(methyl)-1H-pyrazole C[Si](CCOC1=NN(C=C1)C)(C)C